tert-butyl ((6S)-3-(N-((1,2,3,5,6,7-hexahydro-s-indacen-4-yl)carbamoyl)-N'-tritylsulfamimidoyl)-6,7-dihydro-5H-pyrazolo[5,1-b][1,3]oxazin-6-yl)(methyl)carbamate C1CCC2=C(C=3CCCC3C=C12)NC(=O)NS(=O)(=NC(C1=CC=CC=C1)(C1=CC=CC=C1)C1=CC=CC=C1)C=1C=NN2C1OC[C@H](C2)N(C(OC(C)(C)C)=O)C